4,4-difluoro-3-(1-methyl-1H-pyrazol-4-yl)piperidine hydrochloride salt Cl.FC1(C(CNCC1)C=1C=NN(C1)C)F